BrC1=C(SC=C1)\C=N\[S@@](=O)C(C)(C)C (S,E)-N-((3-bromothiophen-2-yl)methylene)-2-methylpropane-2-sulfinamide